tert-butyl 3-(2-fluorophenyl)-3-hydroxyazetidine-1-carboxylate FC1=C(C=CC=C1)C1(CN(C1)C(=O)OC(C)(C)C)O